(2s,3s)-2,3-dimethylmorpholinium HCl salt Cl.C[C@H]1[C@@H]([NH2+]CCO1)C